COC=1C=C(C=C2C(=CC(NC12)=O)C)NC(=O)C=1C=C2C(=NC1N1[C@H]3CO[C@@H](C1)C3)COC2 N-(8-methoxy-4-methyl-2-oxo-1H-quinolin-6-yl)-2-[(1R,4R)-2-oxa-5-azabicyclo[2.2.1]hept-5-yl]-5,7-dihydrofuro[3,4-b]pyridine-3-carboxamide